2-(4-hydroxy-3-methoxystyryl)-6-methoxy-4-nitrophenyl triflate O(S(=O)(=O)C(F)(F)F)C1=C(C=C(C=C1OC)[N+](=O)[O-])C=CC1=CC(=C(C=C1)O)OC